FC=1C=C(C=C(C1)F)[C@@H]1N(OCC1)C1=CC(=NC=N1)NC1=CC2=C(OC3(CC3)C(N2)=O)C=C1OC (R)-6-((6-(3-(3,5-difluorophenyl)isoxazolidin-2-yl)pyrimidin-4-yl)amino)-7-methoxyspiro[benzo[b][1,4]oxazin-2,1'-cyclopropane]-3(4H)-one